(S)-8-chloro-6-(((1-cyclopropyl-1H-1,2,3-triazol-4-yl)(imidazo[1,5-a]pyridin-8-yl)methyl)amino)-4-(neopentylamino)quinoline-3-carbonitrile ClC=1C=C(C=C2C(=C(C=NC12)C#N)NCC(C)(C)C)N[C@@H](C=1C=2N(C=CC1)C=NC2)C=2N=NN(C2)C2CC2